(2R)-2-(6-{5-chloro-2-[(2-methoxypyrimidin-4-yl)amino]pyrimidin-4-yl}-1-oxo-2,3-dihydro-1H-isoindol-2-yl)-N-[(1S)-1-(3-fluoro-5-methoxyphenyl)-2-hydroxyethyl]propanamide ClC=1C(=NC(=NC1)NC1=NC(=NC=C1)OC)C1=CC=C2CN(C(C2=C1)=O)[C@@H](C(=O)N[C@H](CO)C1=CC(=CC(=C1)OC)F)C